P(=O)(O)(O)OC[C@@H]1[C@@H](O)[C@H](O)[C@H](O1)COP(=O)(O)O 2,5-anhydro-D-mannitol 1,6-bis-phosphate